C(#N)CC1N(CCN(C1)C=1C2=C(N=C(N1)OC[C@H]1N(CCC1)C)OC(CC2)C2=C(C=CC=C2O)F)C(=O)OCC2=CC=CC=C2 benzyl 2-(cyanomethyl)-4-(7-(2-fluoro-6-hydroxyphenyl)-2-(((S)-1-methylpyrrolidin-2-yl)methoxy)-6,7-dihydro-5H-pyrano[2,3-d]pyrimidin-4-yl)piperazine-1-carboxylate